N-[2-[4-hydroxy-4-(hydroxymethyl)cyclohexyl]indazol-5-yl]-6-(trifluoromethyl)pyridine-2-carboxamide OC1(CCC(CC1)N1N=C2C=CC(=CC2=C1)NC(=O)C1=NC(=CC=C1)C(F)(F)F)CO